COC1=CC=C2C(=N1)C=C(N2)C(=O)N 5-methoxy-1H-pyrrolo[3,2-b]pyridine-2-carboxamide